norbornane-2-spiro-2'-cyclododecanone C12(C(CCCCCCCCCC1)=O)C1CCC(C2)C1